C(#N)C(CC1=NN=CO1)(C)C 5-(2-cyano-2-methylpropyl)-1,3,4-oxadiazole